FC=1C(=C(C=CC1F)[C@H]1[C@@H](O[C@](C1)(C(F)(F)F)C)C(=O)NC1=CC(=NC=C1)C(=O)N)OC |r| rac-4-((2R,3S,5R)-3-(3,4-difluoro-2-methoxyphenyl)-5-methyl-5-(trifluoromethyl)tetrahydrofuran-2-carboxamido)pyridineamide